4-methyl-2-nonyl-1,3-dioxolane CC1OC(OC1)CCCCCCCCC